ClC1=C(C=C2C(=C(N=NC2=C1)C1=CC(=CC(=C1)C)F)N1CCC(CC1)NCCF)C=1C=C(C(=O)N)C=C(C1)F 3-[7-chloro-3-(3-fluoro-5-methylphenyl)-4-{4-[(2-fluoroethyl)amino]piperidin-1-yl}cinnolin-6-yl]-5-fluorobenzamide